4-[({5-chloro-4-[4-(hydroxymethyl)phenyl]-2-thienyl}sulfonyl)amino]-2-hydroxybenzoic acid ClC1=C(C=C(S1)S(=O)(=O)NC1=CC(=C(C(=O)O)C=C1)O)C1=CC=C(C=C1)CO